tert-butyl (R)-3-((S)-1-(tert-butoxy)-3-(4-(4-hydroxycyclohexyl)phenyl)-1-oxopropane-2-yl)pyrrolidine-1-carboxylate C(C)(C)(C)OC([C@@H](CC1=CC=C(C=C1)C1CCC(CC1)O)[C@@H]1CN(CC1)C(=O)OC(C)(C)C)=O